(3Z)-1-acetyl-3-[[2-[2-[2-[4-[4-amino-3-(4-phenoxyphenyl)pyrazolo[3,4-d]pyrimidin-1-yl]-1-piperidyl]ethoxy]ethoxy]ethylamino]-(3-hydroxyphenyl)methylene]-5-bromo-indolin-2-one C(C)(=O)N1C(\C(\C2=CC(=CC=C12)Br)=C(\C1=CC(=CC=C1)O)/NCCOCCOCCN1CCC(CC1)N1N=C(C=2C1=NC=NC2N)C2=CC=C(C=C2)OC2=CC=CC=C2)=O